2-(4-amino-1-tert-butyl-pyrazolo[3,4-d]pyrimidin-3-yl)-3-chloro-1H-indole-6-carboxylic acid NC1=C2C(=NC=N1)N(N=C2C=2NC1=CC(=CC=C1C2Cl)C(=O)O)C(C)(C)C